C1(CCCCC1)N1C(=CC=2C1=C1C(=NC2)NC=C1)C1=CC=C(C=C1)[N+](=O)[O-] 1-cyclohexyl-2-(4-nitrophenyl)-1,6-dihydrodipyrrolo[2,3-b:2',3'-d]Pyridine